C(C1=CC=CC=C1)OC1=C(C=CC(=C1)OCC)C1=CC=2C(=C3C=CC(OC3=CC2)(C)C)OC1 3-(2-(benzyloxy)-4-ethoxyphenyl)-8,8-dimethyl-2,8-dihydropyrano[2,3-f]chromene